4-[5-(difluoromethoxy)pyrimidin-2-yl]-N-methoxy-N-methyl-oxazole-5-carboxamide FC(OC=1C=NC(=NC1)C=1N=COC1C(=O)N(C)OC)F